N-((1R,2R,4S)-7-cyano-7-azabicyclo[2.2.1]heptan-2-yl)-4-(1-methyl-1H-pyrazol-3-yl)-2-(trifluoromethyl)benzamide C(#N)N1[C@H]2[C@@H](C[C@@H]1CC2)NC(C2=C(C=C(C=C2)C2=NN(C=C2)C)C(F)(F)F)=O